5-[(5-{6-[(2R)-3-amino-2-methylpropyloxy]-2,3-dihydrofuro[3,2-b]pyridin-7-yl}-1H-pyrazol-3-yl)amino]pyrazine-2-carbonitrile NC[C@H](COC=1C(=C2C(=NC1)CCO2)C2=CC(=NN2)NC=2N=CC(=NC2)C#N)C